CN1N=CC=CC1=O (E)-2-methylpyridazin-3(2H)-one